5-Phenyl-3,6-dihydro-1,3,4-Oxadiazin-2-on C1(=CC=CC=C1)C1=NNC(OC1)=O